N1(CCCCC1)NC(=O)C1=NN(C(=C1C)C1=CC=C(C=C1)C#CCCO)C1=C(C=C(C=C1)Cl)Cl 1-(2,4-Dichloro-phenyl)-5-[4-(4-hydroxy-but-1-ynyl)-phenyl]-4-methyl-1H-pyrazole-3-carboxylic acid piperidin-1-ylamide